Methyl 4-amino-3-chloro-5-iodobenzoate NC1=C(C=C(C(=O)OC)C=C1I)Cl